(E)-N'-(1-(pyridin-4-yl)ethylidene)-1-naphthohydrazide N1=CC=C(C=C1)\C(\C)=N\NC(=O)C1=CC=CC2=CC=CC=C12